3-(((7-(2-Aminopyrimidin-4-yl)-2,3-dihydrofuro[3,2-c]pyridin-4-yl)amino)methyl)-N-(3-methoxy-3-methylbutyl)benzamid NC1=NC=CC(=N1)C=1C2=C(C(=NC1)NCC=1C=C(C(=O)NCCC(C)(C)OC)C=CC1)CCO2